FC1=CC(=C(C=C1)[C@H]1C[C@@H]2[C@H](N(OC2(C)C)C)[C@H](C1)C)C |r| rac-(3aR,5R,7S,7aR)-5-(4-fluoro-2-methylphenyl)-1,3,3,7-tetramethyloctahydrobenzo[c]isoxazole